(1R,5S)-1-((2,4-dimethyl-phenyl)sulfonyl)-3-oxabicyclo[3.1.0]hexan-2-one CC1=C(C=CC(=C1)C)S(=O)(=O)[C@]12C(OC[C@@H]2C1)=O